(4-hydroxyphenyl)(6-methoxy-2-(4-methoxyphenyl)benzothiophene-3-yl)methanone OC1=CC=C(C=C1)C(=O)C1=C(SC2=C1C=CC(=C2)OC)C2=CC=C(C=C2)OC